CN1C2=C(C=C(C1=O)C(=O)NC1=CC=CC=C1)CCCCC2 1-Methyl-2-oxo-N-phenyl-6,7,8,9-tetrahydro-5H-cyclohepta[b]pyridine-3-carboxamide